(S)-4-(pyrazolo[1,5-a]pyridin-2-yl)-5-(pyrimidin-2-yl)-4,5,6,7-tetrahydro-1H-imidazo[4,5-c]pyridine N1=C(C=C2N1C=CC=C2)[C@H]2N(CCC1=C2N=CN1)C1=NC=CC=N1